FC1=CC=C(C=C1)C(C1=NOC(=N1)[C@H](C)NC(=O)C1=NC=CC(=C1OC(CC)=O)OC)C1=CC=C(C=C1)F.FC(S(=O)(=O)C#CC1=CC=CC=C1)(F)F (((trifluoromethyl)sulfonyl)ethynyl)benzene (S)-2-((1-(3-(bis(4-fluorophenyl)methyl)-1,2,4-oxadiazol-5-yl)ethyl)carbamoyl)-4-methoxypyridin-3-yl-propionate